Cl.ClC=1C=C(C=CC1)NC1N(C(=NC(=N1)N)N1CCCC1)C=1C=C(C=CC1)C N-(3-Chlorophenyl)-6-pyrrolidin-1-yl-N1-m-tolyl-[1,3,5]triazine-2,4-diamine hydrochloride